C(=C)C(CC1=CC=CC=C1)OCC1CO1 (vinylphenethyl)glycidyl ether